noncarbonyl-oxygen C(CCCCCCCC)C(=O)[O]